4-chloro-7-(1-methyl-1H-pyrazol-4-yl)quinazoline ClC1=NC=NC2=CC(=CC=C12)C=1C=NN(C1)C